(methyldiethoxysilylpropyl)-(methyldiethoxysilyloctyl)amine C[Si](OCC)(OCC)CCCNCCCCCCCC[Si](OCC)(OCC)C